(8-methoxy-2-(6-methoxy-2-methylpyridin-3-yl)-2,3-dihydrobenzo[b][1,4]dioxin-6-yl)methanol COC1=CC(=CC2=C1OC(CO2)C=2C(=NC(=CC2)OC)C)CO